O1[C@H](COC2=C1C=CC=C2)CNCCCOC2=CC1=C(OCO1)C=C2 5-(3-[((2S)-1,4-benzodioxan-2-ylmethyl)amino]propoxy)-1,3-benzodioxole